CN1N=C(C=C1C)NC1=NC=C(C(=N1)C1=CNC2=C(C=CC=C12)N1C(C2=CC=CC(=C2C1)/C=C/C(=O)NN)=O)C (E)-3-(2-(3-(2-((1,5-dimethyl-1H-pyrazol-3-yl)amino)-5-methylpyrimidin-4-yl)-1H-indol-7-yl)-1-oxoisoindolin-4-yl)acrylohydrazide